S(=O)(=O)(OC[C@H]([C@H]([C@@H]([C@H](C(=O)NCCCCCCCCCC)O)O)O)O)[O-].[Na+] Sodium (2R,3R,4S,5R)-2,3,4,5-tetrahydroxy-6-(decylamino)-6-oxohexyl sulfate